N-(1''-(3-((cyclobutylmethyl)thio)benzoyl)dispiro[cyclopropane-1,1'-cyclohexane-4',3''-indolin]-5''-yl)methanesulfonamide C1(CCC1)CSC=1C=C(C(=O)N2CC3(C4=CC(=CC=C24)NS(=O)(=O)C)CCC2(CC3)CC2)C=CC1